2-amino-5-{2-[(1S)-1-cyclopropylethyl]-7-methanesulfonamido-1-oxo-2,3-dihydro-1H-isoindol-5-yl}-N-[6-(2-hydroxypropan-2-yl)pyridin-3-yl]pyrazolo[1,5-a]pyrimidine-3-carboxamide NC1=NN2C(N=C(C=C2)C=2C=C3CN(C(C3=C(C2)NS(=O)(=O)C)=O)[C@@H](C)C2CC2)=C1C(=O)NC=1C=NC(=CC1)C(C)(C)O